6-hydroxy-N-[(1S)-2-hydroxy-1-phenylethyl]-2,5,7,8-tetra-methyl-3,4-dihydro-2H-1-benzopyran-2-carboxamide OC=1C(=C(C2=C(CCC(O2)(C(=O)N[C@H](CO)C2=CC=CC=C2)C)C1C)C)C